8-cyclopropyl-6-(difluoromethyl)quinazolin C1(CC1)C=1C=C(C=C2C=NC=NC12)C(F)F